B(F)(F)F.C(CCCCC)[K] hexyl-potassium trifluoroborate